Sodium (2R,3S)-3-methylhexan-5-ene-2-sulfonate C[C@H]([C@@H](C)S(=O)(=O)[O-])CC=C.[Na+]